3-cyclopropyl-N-methyl-1-(6-(1-methyl-1H-pyrazol-4-yl)thieno[3,2-c]pyridin-3-yl)-5,6-dihydroimidazo[1,5-a]pyrazine-7(8H)-carboxamide C1(CC1)C1=NC(=C2N1CCN(C2)C(=O)NC)C2=CSC1=C2C=NC(=C1)C=1C=NN(C1)C